N,N-dimethyl-p-toluenediamine CN(C1(C)CC=C(C=C1)N)C